FC=1C=NN(C1)C1=CC=C(C=N1)C(C)NC(C(C)C)=O N-(1-(6-(4-fluoro-1H-pyrazol-1-yl)pyridin-3-yl)ethyl)-2-methylpropane-1-amide